FC1=C(N)C=C(C(=C1F)I)F 2,3,5-trifluoro-4-iodoaniline